The molecule is an organosulfonate oxoanion that is the conjugate base of quinol sulfate, obtained by deprotonation of the sulfo group; major species at pH 7.3. It has a role as a marine xenobiotic metabolite. It is a conjugate base of a quinol sulfate. C1=CC(=CC=C1O)OS(=O)(=O)[O-]